C(#N)C=1C=C(C(=O)NC2=CC(=CC=C2)C2=CC3=C(N(C(=N3)CC)C)C=C2C(F)(F)F)C=CC1 3-cyano-N-(3-(2-ethyl-1-methyl-6-(trifluoromethyl)-1H-benzo[d]imidazol-5-yl)phenyl)benzamide